ClC1=C(C(=NC=N1)NC1CCC1)N 6-chloro-N4-cyclobutyl-pyrimidine-4,5-diamine